2-methyl-2-(5-{[3-(5-{[(pyridin-3-ylmethyl)amino]methyl}-1-(2,2,2-trifluoroethyl)-1H-indol-2-yl)prop-2-yn-1-yl]amino}pyridin-2-yl)propanenitrile CC(C#N)(C)C1=NC=C(C=C1)NCC#CC=1N(C2=CC=C(C=C2C1)CNCC=1C=NC=CC1)CC(F)(F)F